3-ethyl-2-pyridinecarboxylic acid C(C)C=1C(=NC=CC1)C(=O)O